13-chloro-10-[2,6-difluoro-4-({2-[(2-hydroxyethyl)amino]ethyl}amino)phenyl]-8-ethyl-9-oxo-5,8,10-triazatricyclo[9.4.0.02,7]pentadeca-1(11),2(7),3,5,12,14-hexaene-4-carbonitrile ClC1=CC=2N(C(N(C=3C=NC(=CC3C2C=C1)C#N)CC)=O)C1=C(C=C(C=C1F)NCCNCCO)F